CC=1C(=NC=C(C1)NC(C(N1C[C@@H]2CC[C@H]([C@@H]1C1=CC=CC=C1)C2)=O)=O)NC(OC(C)(C)C)=O tert-Butyl N-[3-methyl-5-[[2-oxo-2-[(1R,4R,5S)-4-phenyl-3-azabicyclo[3.2.1]octan-3-yl]acetyl]amino]-2-pyridyl]carbamate